ClC=1C(=NC(=NC1)N[C@H]1CN(CC1)C(=O)C=1C=CC2=C(OCCN2C(C=C)=O)C1)OC (R)-1-(7-(3-((5-chloro-4-methoxypyrimidin-2-yl)amino)pyrrolidine-1-carbonyl)-2H-benzo[b][1,4]oxazin-4(3H)-yl)prop-2-en-1-one